C(C)(C)(C)OC(=O)N1C(CC(CC1)CBr)(C)C 4-(bromomethyl)-2,2-dimethyl-piperidine-1-carboxylic acid tert-butyl ester